N-[(5-chlorothiophen-2-yl)methyl]-3-[1-(1H-imidazol-4-ylmethyl)piperidin-4-yl]-1H-pyrazol-5-amine ClC1=CC=C(S1)CNC1=CC(=NN1)C1CCN(CC1)CC=1N=CNC1